FC(C1=NN=C(O1)C1=CC=C(CN2C(N(C3=C2C=C(C=C3)F)C)=O)C=C1)F 3-(4-(5-(difluoromethyl)-1,3,4-oxadiazol-2-yl)benzyl)-5-fluoro-1-methyl-1,3-dihydro-2H-benzo[d]imidazol-2-one